2-(furan-2-yl)-4-oxo-4-phenylbutyronitrile O1C(=CC=C1)C(C#N)CC(C1=CC=CC=C1)=O